FC1=CC2=C(N(C(=N2)N2C[C@H](C(CC2)(F)F)N)CC2=NC=C(C=C2)F)C=C1F (R)-1-(5,6-Difluoro-1-((5-fluoropyridin-2-yl)methyl)-1H-benzo[d]imidazol-2-yl)-4,4-difluoropiperidin-3-amin